(Z)-dodec-4-en-1-yl 2-oxo-2-phenylacetate O=C(C(=O)OCCC\C=C/CCCCCCC)C1=CC=CC=C1